S1N=CC(=C1)C1=CN(C2=NC=CC(=C21)N2C[C@H](CCC2)NC)COCC[Si](C)(C)C (3S)-1-[3-isothiazol-4-yl-1-(2-trimethylsilylethoxymethyl)pyrrolo[2,3-b]pyridin-4-yl]-N-methyl-piperidin-3-amine